ClC1=C(C=C(C(=C1)F)F)[C@@H]([C@@H](C)C=1N(C(C(=C(N1)C(=O)NC=1C=NOC1)O)=O)C)C=1C=NN(C1)CCOC 2-((1s,2r)-1-(2-chloro-4,5-difluorophenyl)-1-(1-(2-methoxyethyl)-1H-pyrazol-4-yl)propan-2-yl)-5-hydroxy-N-(isoxazol-4-yl)-1-methyl-6-oxo-1,6-dihydropyrimidine-4-carboxamide